tert-butyl (2S)-2-{[(4-bromopyridin-3-yl)oxy]methyl}azetidine-1-carboxylate BrC1=C(C=NC=C1)OC[C@H]1N(CC1)C(=O)OC(C)(C)C